C[Si](CCOCN1C=CC2=C1N=CC=C2C#N)(C)C 1-((2-(trimethylsilyl)ethoxy)methyl)-1H-pyrrolo[2,3-b]Pyridine-4-carbonitrile